(2R)-2-bromo-2-fluoro-acetic acid octyl ester C(CCCCCCC)OC([C@H](F)Br)=O